3-(5-{4-[(azetidin-1-yl)methyl]pyridin-2-yl}-1-oxo-2,3-dihydro-1H-isoindol-2-yl)piperidine-2,6-dione N1(CCC1)CC1=CC(=NC=C1)C=1C=C2CN(C(C2=CC1)=O)C1C(NC(CC1)=O)=O